p-azidomethyl-L-phenylalanineat N(=[N+]=[N-])CC1=CC=C(C[C@H](N)C(=O)[O-])C=C1